ClC=1C=C(C=C(C1C)CN1CCOCC1)NC(CNC=1C=C2C(N(CC2=CC1)C1C(NC(CC1)=O)=O)=O)=O N-(3-chloro-4-methyl-5-(morpholinomethyl)phenyl)-2-((2-(2,6-dioxopiperidin-3-yl)-3-oxoisoindolin-5-yl)amino)acetamide